OC1=C(C=O)C=C(C=C1OC)\C=C\C1=CC=C(C=C1)N1CCCC1 (E)-2-hydroxy-3-methoxy-5-(4-(pyrrolidin-1-yl)styryl)benzaldehyde